C(C)(C)(C)OC(=O)N1CCC(CC1)N1CCC(CC1)CN1CCC(CC1)N1N=C(C=2C1=NC=NC2N)C2=CC=C(C=C2)OC2=CC=CC=C2 4-((4-(4-Amino-3-(4-phenoxyphenyl)-1H-pyrazolo[3,4-d]pyrimidin-1-yl)piperidin-1-yl)methyl)-[1,4'-bipiperidine]-1'-carboxylic acid tert-butyl ester